2-benzyl-9-fluoropyrazolo[1,5-c]quinazolin-5-amine C(C1=CC=CC=C1)C1=NN2C(=NC=3C=CC(=CC3C2=C1)F)N